ethyl (S,E)-3-(1-(oxetan-2-ylmethyl)-1H-imidazol-5-yl)acrylate O1[C@@H](CC1)CN1C=NC=C1/C=C/C(=O)OCC